ClC1=C(C(=CC=C1)Cl)C=CC(C)=NOCC1=C(C=CC=C1)C(C(=O)NC)=NOC (2-(3-(2,6-di-chlorophenyl)-1-methyl-allylideneaminooxymethyl)-phenyl)-2-methoxyimino-N-methyl-acetamide